OC1=C(C=C(C=C1OC)C=NN=C1SC(C(N1)=O)CC(=O)O)OC 2-{[(4-Hydroxy-3,5-dimethoxyphenyl)methylidene]hydrazinylidene}-4-oxo-1,3-thiazolidin-5-yl-acetic acid